C(C1=CC=CC=C1)N1CCN(CC1)C1=CC=C(C=N1)C=1C=2N(C=C(C1)OCC1(COC1)C)N=CC2C#N 4-(6-(4-benzylpiperazin-1-yl)pyridin-3-yl)-6-((3-methyloxetan-3-yl)methoxy)pyrazolo[1,5-a]pyridine-3-carbonitrile